(R)-3-hydroxypyrrolidin O[C@H]1CNCC1